C[C@@H]1N[C@H](CC(C1)N1C(C2=C(N=C(N=C2)C=2C=C(C=3N(C2)C=C(N3)C)F)C=C1)=O)C 6-[(2S,6S)-2,6-dimethyl-4-piperidyl]-2-(8-fluoro-2-methyl-imidazo[1,2-a]pyridin-6-yl)pyrido[4,3-d]pyrimidin-5-one